5-nitro-L-histidine [N+](=O)([O-])C1=C(C[C@H](N)C(=O)O)N=CN1